C-(4-Cyclopropyl-phenyl)-N-[4-(3-pyridin-4-ylmethyl-ureido)-phenyl]-methanesulfonamide C1(CC1)C1=CC=C(C=C1)CS(=O)(=O)NC1=CC=C(C=C1)NC(=O)NCC1=CC=NC=C1